2-(3-(hydroxymethyl)-1-(3-nitrophenyl)cyclobutyl)acetohydrazide OCC1CC(C1)(C1=CC(=CC=C1)[N+](=O)[O-])CC(=O)NN